FC1=C(C(=C(C(=C1[B-](C1=C(C(=C(C(=C1F)F)F)F)F)(C1=C(C(=C(C(=C1F)F)F)F)F)C1=C(C(=C(C(=C1F)F)F)F)F)F)F)F)F.C[NH+](CCCCCCCCCCCCCC)CCCCCCCCCCCCCC methylditetradecyl-ammonium tetrakis(pentafluorophenyl)borate